2-chlorophenyl-4-(methylamino)-6-(trifluoromethoxy)thieno[3,2-d]pyrimidine-2(1H)-one ClC1=C(C=CC=C1)N1C(N=C(C2=C1C=C(S2)OC(F)(F)F)NC)=O